COC([C@@H](NC(CNC(CNC(=O)OC(C)(C)C)=O)=O)CSC)=O N-(t-butoxycarbonyl)glycylglycinyl-S-methyl-L-cysteine methyl ester